NC1=C2N=CN(C2=NC(=N1)F)[C@H]1C[C@@H]([C@@](O1)(C#C)CO[P@](=O)(OC1=CC=CC=C1)N[C@@H](CC1=CC=CC=C1)C(=O)OCC(CC)CC)OC(=O)OC(CCC)CCC 2-Ethylbutyl ((S)-(((2R,3S,5R)-5-(6-amino-2-fluoro-9H-purin-9-yl)-2-ethynyl-3-(((heptan-4-yloxy)carbonyl)oxy) tetrahydrofuran-2-yl)methoxy)(phenoxy)phosphoryl)-L-phenylalaninate